(S)-4-(4-(1,3-dioxolane-2-yl)piperidin-1-yl)-N-(2,6-dioxopiperidin-3-yl)-2-Fluorobenzamide O1C(OCC1)C1CCN(CC1)C1=CC(=C(C(=O)N[C@@H]2C(NC(CC2)=O)=O)C=C1)F